[3-amino-8-(1-methylphenyl)-8-azabicyclo[3.2.1]octan-3-yl]methanol NC1(CC2CCC(C1)N2C2(CC=CC=C2)C)CO